BrC=1C=C(N(C2=CC(=CC(=C2)C(C)(C)C)C(C)(C)C)C2=CC(=CC=C2)C(C)(C)C)C=C(C1)Cl 3-bromo-5-chloro-N-(3-tert-butylphenyl)-N-(3,5-di-tert-butylphenyl)aniline